2-(4-Fluorophenyl)-6-methyl-3-(6-methyl-1H-pyrazolo[3,4-d]pyrimidin-4-yl)-6-(trifluoromethyl)-6,7-dihydro-4H-pyrazolo[5,1-c][1,4]oxazine FC1=CC=C(C=C1)C1=NN2C(COC(C2)(C(F)(F)F)C)=C1C1=C2C(=NC(=N1)C)NN=C2